O=C1NC(C2C1CN1CCCC21)=O DIOXODECAHYDROPYRROLO[3,4-A]PYRROLIZIN